C(C1=CC=CC=C1)O[C@H]1[C@@H]2[C@@H](O[C@@]1(COS(=O)(=O)C)CO2)N2C(=O)NC(=O)C(=C2)C 3'-O-benzyl-5'-O-mesyl-5-methyl-2'-O,4'-C-methyleneuridine